L-Talonic acid O=C([C@H](O)[C@H](O)[C@H](O)[C@@H](O)CO)O